4-((5-chloro-4-(1-isopropyl-1H-pyrazol-4-yl)pyrimidin-2-yl)amino)-N-(1-isopropylpiperidin-4-yl)-3-methoxybenzamide ClC=1C(=NC(=NC1)NC1=C(C=C(C(=O)NC2CCN(CC2)C(C)C)C=C1)OC)C=1C=NN(C1)C(C)C